BrC1=C2C(=NN(C2=CC(=C1C(=O)C1=C(C=CC(=C1)F)Cl)[N+](=O)[O-])CC(F)F)F (4-bromo-1-(2,2-difluoroethyl)-3-fluoro-6-nitro-1H-indazol-5-yl)(2-chloro-5-fluorophenyl)methanone